4-(2-(4-(9'H-[9,3':6',9''-tercarbazol]-9'-yl)phenyl)-3,5-diphenylpyridin-4-yl)benzonitrile C1=CC=CC=2C3=CC=CC=C3N(C12)C=1C=CC=2N(C3=CC=C(C=C3C2C1)N1C2=CC=CC=C2C=2C=CC=CC12)C1=CC=C(C=C1)C1=NC=C(C(=C1C1=CC=CC=C1)C1=CC=C(C#N)C=C1)C1=CC=CC=C1